Cl.N[C@@H](CC(=O)OC)C1=CC=C(C=C1)C1=CC=C(C2=CC=CC=C12)OCC1=CC=CC=C1 (S)-methyl 3-amino-3-(4-(4-(benzyloxy)naphthalen-1-yl)phenyl)propanoate hydrochloride